FC=1C=C(C=CC1)[C@H]1N(CCC1)C=1C=CC=2N(N1)C(=CN2)C2=CC=CC(=N2)N2CCN(CC2)CCOCCOCCNC(OC(C)(C)C)=O tert-butyl (S)-(2-(2-(2-(4-(6-(6-(2-(3-fluorophenyl)pyrrolidin-1-yl)imidazo[1,2-b]pyridazin-3-yl)pyridin-2-yl)piperazin-1-yl)ethoxy)ethoxy)ethyl)carbamate